6-(3-fluoro-4-isopropoxy-phenyl)-N-[(2-morpholino-3-pyridyl)methyl]pyridazine-4-carboxamide FC=1C=C(C=CC1OC(C)C)C1=CC(=CN=N1)C(=O)NCC=1C(=NC=CC1)N1CCOCC1